OC1CN(C1)C=1C=CC2=C(NC(=N2)C2=CC(=CN2)C(=O)C2=C(C=CC=C2)C(F)(F)F)C1 (5-(6-(3-hydroxyazetidin-1-yl)-1H-benzo[d]imidazol-2-yl)-1H-pyrrol-3-yl)(2-(trifluoromethyl)phenyl)methanone